4-((2,4-dichloro-5-methoxyphenyl)amino)-7-((2-(2,6-dioxopiperidin-3-yl)-6-fluoro-1,3-dioxoisoindoline-5-yl)methoxy)-6-methoxyquinoline-3-carbonitrile ClC1=C(C=C(C(=C1)Cl)OC)NC1=C(C=NC2=CC(=C(C=C12)OC)OCC=1C=C2C(N(C(C2=CC1F)=O)C1C(NC(CC1)=O)=O)=O)C#N